BrC=1C=C(C=C(C1)F)N1CCN(CC1)C(=O)OC(C)(C)C Tert-butyl 4-(3-bromo-5-fluorophenyl)piperazine-1-carboxylate